N-methyl-5-{3-[2-oxo-2-(piperazin-1-yl)ethyl]phenyl}pyridine-2-carboxamide ethyl-octadecenoate (ethyl-oleate) C(C)C(C(=O)O)CCCCCC\C=C/CCCCCCCC.C(C)OC(C=CCCCCCCCCCCCCCCC)=O.CNC(=O)C1=NC=C(C=C1)C1=CC(=CC=C1)CC(N1CCNCC1)=O